C1(CC1)C=1C=CC(=NC1F)[C@@H](NC(=O)[C@H]1N(C[C@@H](C1)F)C(CN1N=CC(=C1)C(F)(F)F)=O)C1=CC=CC=C1 (2S,4R)-N-[(S)-(5-cyclopropyl-6-fluoropyridin-2-yl)(phenyl)methyl]-4-fluoro-1-{2-[4-(trifluoromethyl)-1H-pyrazol-1-yl]acetyl}pyrrolidine-2-carboxamide